CN(C1=CC=C(/C=C/C2=C(C(N3N2C(=C(C3=O)C)C)=O)C)C=C1)C (E)-3-(4-(dimethylamino)styryl)-2,5,6-trimethyl-1H,7H-pyrazolo[1,2-a]pyrazole-1,7-dione